ClC1=C(C(=CC=C1Cl)O)C(C1=CC=NC=C1)C(C(=O)N)(C)C [(2,3-dichloro-6-hydroxyphenyl)(pyridin-4-yl)methyl]-2-methylpropanamide